4-(4,5-dichloro-2-[[2-(trimethylsilyl)ethoxy]methoxy]phenyl)piperidine-3-carboxamide ClC1=CC(=C(C=C1Cl)C1C(CNCC1)C(=O)N)OCOCC[Si](C)(C)C